O1CCC(CC1)CN1CC2C(C2C1)NC=1N=NC(=CC1)C=1C=NC(=CC1)C(F)(F)F trans-3-(tetrahydropyran-4-ylmethyl)-N-[6-[6-(trifluoromethyl)-3-pyridinyl]pyridazin-3-yl]-3-azabicyclo[3.1.0]hexane-6-amine